C12=CC=CC=C2C(C1)C1=NC=C(C(=N1)OC1=CC=CC=C1)C(=O)N[C@@H](C)\C=C\S(=O)(=O)C 2-(Bicyclo[4.2.0]oct-1,3,5-trien-7-yl)-N-((S,E)-4-(methylsulfonyl)but-3-en-2-yl)-4-phenoxypyrimidine-5-carboxamide